7-chloro-4-(2,6-diisopropylphenyl)-6-(2-fluorophenyl)-1,4-dihydro-pyrido[2,3-b]pyrazine-2,3-dione ClC1=CC2=C(N(C(C(N2)=O)=O)C2=C(C=CC=C2C(C)C)C(C)C)N=C1C1=C(C=CC=C1)F